7-bromo-1,2,3,4-tetrahydrobenzo[4,5]imidazo[1,2-a]pyrazine BrC1=CC2=C(N=C3N2CCNC3)C=C1